O1C=CN=CC2=C1C=CC(=C2)C(=O)N 1,4-benzoxazepine-7-carboxamide